4-((1H-imidazol-4-yl)methyl)piperidine-dihydrobromide Br.Br.N1C=NC(=C1)CC1CCNCC1